4-[5-(3,4-dimethoxyphenoxymethyl)pyridin-3-yl]-2-methylbenzamide COC=1C=C(OCC=2C=C(C=NC2)C2=CC(=C(C(=O)N)C=C2)C)C=CC1OC